2-({5-tert-butyl-7-[(3S)-3-hydroxypyrrolidin-1-yl]-3H-[1,2,3]triazolo[4,5-d]pyrimidin-3-yl}methyl)benzene-1-sulfonyl fluoride C(C)(C)(C)C=1N=C(C2=C(N1)N(N=N2)CC2=C(C=CC=C2)S(=O)(=O)F)N2C[C@H](CC2)O